C(C)NCC(=O)O ethyl-glycin